5-acetyl-4-(7-cyanobenzo[b]thiophen-3-yl)-6-methyl-1,4-dihydropyridine-2,3-dicarboxylic acid dimethyl ester COC(=O)C=1NC(=C(C(C1C(=O)OC)C=1C2=C(SC1)C(=CC=C2)C#N)C(C)=O)C